CC1=NC(=NC=2NC(C(NC12)=O)=O)NC=1C=C2C=CC=NC2=CC1C methyl-2-((7-methylquinolin-6-yl)amino)-5,8-dihydropteridine-6,7-dione